C(C=CC=CCCCC)=O nonadienealdehyde